NC=1NC(C=2N=C(N(C2N1)CC1=CC=C(C=C1)F)CNCCOCCOCCOCCOCCOCCCCCCCl)=O 2-Amino-8-(23-chloro-5,8,11,14,17-pentaoxa-2-azatricos-1-yl)-9-(4-fluorobenzyl)-1,9-dihydro-6H-purin-6-one